FC=1C(=NC(=NC1)NC1=CC(=C(C(=C1)OC)OC)OC)N 5-fluoro-N2-(3,4,5-trimethoxyphenyl)-2,4-pyrimidinediamine